ClC1=CC=C2C(=N1)NC=C2S(=O)(=O)NC=2C(=NC(=C(C2)F)OCCOC(F)F)OC 6-Chloro-N-[6-[2-(difluoromethoxy)ethoxy]-5-fluoro-2-methoxypyridin-3-yl]-1H-pyrrolo[2,3-b]pyridin-3-sulfonamid